COCN1N=C(C=C1)C=1C=C(C=C(C1)C=1C=NN(C1)COC)[C@@H](C)NC(C1=C(C=CC(=C1)OC[C@H]1N(CC1)C)C)=O N-((R)-1-(3-(1-(methoxymethyl)-1H-pyrazol-3-yl)-5-(1-(methoxymethyl)-1H-pyrazol-4-yl)phenyl)ethyl)-2-methyl-5-(((S)-1-methylazetidin-2-yl)methoxy)benzamide